2-(3-Chlorophenylamino)-4-trifluoromethylpyrimidine-5-carboxylic acid cyclohexylmethyl-amide C1(CCCCC1)CNC(=O)C=1C(=NC(=NC1)NC1=CC(=CC=C1)Cl)C(F)(F)F